FC1CCN(CC1)[C@@H]1CN(CCC1)C(=O)OCC1=CC=CC=C1 Benzyl (3S)-3-(4-fluoro-1-piperidyl)piperidine-1-carboxylate